N-[4-[(6,7-Dimethoxy-1,5-naphthyridin-4-yl)oxy]-3-fluorophenyl]-4-hydroxy-2-methyl-5-thiophen-2-ylpyridine-3-carboxamide COC=1N=C2C(=CC=NC2=CC1OC)OC1=C(C=C(C=C1)NC(=O)C=1C(=NC=C(C1O)C=1SC=CC1)C)F